C(CC1=CC=CC=C1)N1CCC(CC1)N(C(CCC1=CSC=C1)=O)C1=CC=CC=C1 N-(1-phenethylpiperidin-4-yl)-N-phenyl-3-(thiophen-3-yl)propanamide